ClC=1C=CC2=C(C1)C=1C(=CN(C(C1)=O)C(C(=O)O)C[C@@H](OC)C)CO[C@@H](C2)C (2ξ)-2-[(7R)-11-Chloro-7-methyl-2-oxo-7,8-dihydro-2H-[3]benzoxocino[5,6-c]pyridin-3(5H)-yl]-2,3,5-trideoxy-4-O-methyl-L-glycero-pentonic acid